1-(5-chloro-4-(1-(2'-chloro-3'-(1,5-dimethyl-4,5,6,7-tetrahydro-1H-imidazo[4,5-c]pyridine-2-carboxamido)-[1,1'-biphenyl]-3-yl)cyclopropyl)-2-methoxybenzyl)pyrrolidine-3-carboxylic acid ClC=1C(=CC(=C(CN2CC(CC2)C(=O)O)C1)OC)C1(CC1)C=1C=C(C=CC1)C1=C(C(=CC=C1)NC(=O)C=1N(C2=C(CN(CC2)C)N1)C)Cl